α-L-glutamyl-β-naphthylamide N[C@@H](CCC(O)=O)C(=O)[N-]C1=CC2=CC=CC=C2C=C1